N-(5-((5-Cyano-4-(1-cyclopropyl-1H-indol-3-yl)pyrimidin-2-yl)amino)-2-(4-(3-(cyanomethyl)azetidin-1-yl)piperidin-1-yl)-4-methoxyphenyl)acrylamide C(#N)C=1C(=NC(=NC1)NC=1C(=CC(=C(C1)NC(C=C)=O)N1CCC(CC1)N1CC(C1)CC#N)OC)C1=CN(C2=CC=CC=C12)C1CC1